NC1=C2N=CN(C2=NC(=N1)F)[C@H]1C[C@@H]([C@@](O1)(C#C)CO[P@](=O)(OC1=CC=CC=C1)N[C@@H](C)C(=O)OC(C)C)OC(=O)OCCCCCCCCC Isopropyl ((S)-(((2R,3S,5R)-5-(6-amino-2-fluoro-9H-purin-9-yl)-2-ethynyl-3-(((nonyloxy)carbonyl) oxy)tetrahydrofuran-2-yl)methoxy) (phenoxy) phosphoryl)-L-alaninate